ClC1=NC=2N([C@@H](C(N(C2C=N1)C)=O)CCC)C1CCCC1 (R)-2-chloro-8-cyclopentyl-5-methyl-7-propyl-7,8-dihydropteridin-6(5H)-one